tert-butyl 4-[2-cyano-6-(methylcarbamoyl)pyridin-3-yl]piperazine-1-carboxylate C(#N)C1=NC(=CC=C1N1CCN(CC1)C(=O)OC(C)(C)C)C(NC)=O